(4-tert-butylphenyl)-4-chloro-3-[(3-chloropyridin-2-yl)-(2-methoxyethyl)amino]benzamide C(C)(C)(C)C1=CC=C(C=C1)C1=C(C(=O)N)C=CC(=C1N(CCOC)C1=NC=CC=C1Cl)Cl